N[C@H](C(=O)NC)[C@H](C)OCC1CCCCC1 (2S,3S)-2-amino-3-(cyclohexylmethoxy)-N-methylbutanamide